4-[(4-bromothiazol-2-yl)oxymethyl]-3-fluoro-benzonitrile BrC=1N=C(SC1)OCC1=C(C=C(C#N)C=C1)F